N-(4-decylphenyl)-2,6-diazaspiro[3.3]heptane-2-carboxamide 2,2,2-trifluoroacetate FC(C(=O)O)(F)F.C(CCCCCCCCC)C1=CC=C(C=C1)NC(=O)N1CC2(C1)CNC2